ClC1=C(C#N)C=C(C=C1)C(=O)N1CC=2C(=NN3C2C(N(C[C@H]3CO)C(C)C3=CC=C(C=C3)OC(F)F)=O)C[C@H]1C 2-Chloro-5-((3R,7S)-9-(1-(4-(difluoromethoxy)phenyl)ethyl)-7-(hydroxymethyl)-3-methyl-10-oxo-1,2,3,4,7,8,9,10-octahydropyrido[4',3':3,4]pyrazolo[1,5-a]pyrazine-2-carbonyl)benzonitrile